4-amino-N-(cyclopropylmethyl)-N-((5-(trifluoromethyl)pyridin-2-yl)methyl)pyrrolo[1,2-a]quinoxaline-8-carboxamide NC=1C=2N(C3=CC(=CC=C3N1)C(=O)N(CC1=NC=C(C=C1)C(F)(F)F)CC1CC1)C=CC2